(S)-5-(pyrazin-2-yl)-2-((1R,3S)-3-(pyrrolo[2,1-f][1,2,4]triazin-4-yloxy)cyclobutyl)-2,5,6,7-tetrahydro-3H-pyrrolo[2,1-c][1,2,4]triazol-3-one N1=C(C=NC=C1)[C@@H]1CCC2=NN(C(N21)=O)C2CC(C2)OC2=NC=NN1C2=CC=C1